C(C)[C@H]1[C@H](NC([C@H]1O)=O)COC1=NC=CC2=CC(=C(C=C12)OC)C(=O)N 1-{[(2s,3s,4s)-3-ethyl-4-hydroxy-5-oxopyrrolidin-2-yl]methoxy}-7-methoxyisoquinoline-6-carboxamide